cis-2-[3-(8-cyano-quinolin-5-yl)-5-methyl-piperidin-1-yl]-N-[2-(4-methyl-piperazin-1-yl)-ethyl]-acetamide C(#N)C=1C=CC(=C2C=CC=NC12)[C@@H]1CN(C[C@@H](C1)C)CC(=O)NCCN1CCN(CC1)C